3,5-dimethylpyrazole-1-formamidine nitrate [N+](=O)(O)[O-].CC1=NN(C(=C1)C)C(=N)N